C(C1=CC=CC=C1)N1C[C@H](NCC1)CN(CCCCN)[C@H]1CCCC=2C=CC=NC12 N1-(((S)-4-benzylpiperazin-2-yl)methyl)-N1-((S)-5,6,7,8-tetrahydroquinolin-8-yl)butane-1,4-diamine